ClC1=CC=C(C(=N1)C(=O)N)O[C@H](C)C=1C=C(C=C2C(C(=C(OC12)C1=CC2=CN(N=C2C=C1)CC1(CC1)OC1OCCCC1)C)=O)C 6-Chloro-3-[(1R)-1-[3,6-dimethyl-4-oxo-2-[2-[(1-tetrahydropyran-2-yloxycyclopropyl)methyl]indazol-5-yl]chromen-8-yl]ethoxy]pyridine-2-carboxamide